4-[2-[[(8R,8aR)-1,2,3,5,6,7,8,8a-octahydroindolizin-8-yl]amino]oxazolo[4,5-b]pyridin-5-yl]-3-hydroxy-5-methyl-benzonitrile C1CCN2CCC[C@H]([C@@H]12)NC=1OC=2C(=NC(=CC2)C2=C(C=C(C#N)C=C2C)O)N1